Methyl 7-bromoisoindoline-5-carboxylate hydrochloride Cl.BrC=1C=C(C=C2CNCC12)C(=O)OC